The molecule is a 3-[alpha-D-galactosyl-(1->6)-beta-D-galactosyl]-1,2-diacyl-sn-glycerol in which the 1- and 2-acyl groups are specified as alpha-linolenoyl and hexadecanoyl respectively. It has a role as a Brassica napus metabolite. It derives from an alpha-linolenic acid and a hexadecanoic acid. CCCCCCCCCCCCCCCC(=O)O[C@@H](CO[C@H]1[C@@H]([C@H]([C@H]([C@H](O1)CO[C@@H]2[C@@H]([C@H]([C@H]([C@H](O2)CO)O)O)O)O)O)O)COC(=O)CCCCCCC/C=C\\C/C=C\\C/C=C\\CC